tert-octyl-phenoxyl-ethyl chloride C(C)(C)(CC(C)(C)C)C(CCl)OC1=CC=CC=C1